3-(2-(4-(4-ethoxy-6-((4-methoxybenzyl)oxy)pyridin-3-yl)-2-fluorophenyl)acetamido)-N-((1-methylpyrrolidin-2-yl)methyl)-5-(trifluoromethyl)benzamide C(C)OC1=C(C=NC(=C1)OCC1=CC=C(C=C1)OC)C1=CC(=C(C=C1)CC(=O)NC=1C=C(C(=O)NCC2N(CCC2)C)C=C(C1)C(F)(F)F)F